uranium dinitrate [N+](=O)([O-])[O-].[N+](=O)([O-])[O-].[U+2]